ClC1=C2C(N(CC2=CC=C1C(=O)O)C1C(NC(CC1)=O)=O)=O 4-chloro-2-(2,6-dioxopiperidin-3-yl)-3-oxoisoindoline-5-carboxylic acid